N-((1R)-3-Cyano-3-azabicyclo[3.2.0]heptan-1-yl)-5-(3-(phenylthio)pyridin-4-yl)thiazol-2-carboxamid C(#N)N1C[C@]2(CCC2C1)NC(=O)C=1SC(=CN1)C1=C(C=NC=C1)SC1=CC=CC=C1